3-(cyclohex-1-en-1-yl)-6-(4-methoxyphenyl)-5-methyl-2-phenylpyrazol C1(=CCCCC1)C=1N(N=C(C1)C)C1=CC=CC=C1C1=CC=C(C=C1)OC